trimethoxyaniline COC1=CC=CC=C1N(OC)OC